FC(C(=O)[O-])(F)F.C(C(C)C)C=1NC=C[N+]1C i-butyl-3-methylimidazolium trifluoroacetate